ClC=1N=CC2=C(N1)C=CN2C(=O)OC(C)(C)C tert-butyl 2-chloropyrrolo[3,2-d]pyrimidine-5-carboxylate